3-[(3,4-Dimethoxyphenyl)-(4-piperidylidene)methyl]pyridine trifluoroacetate salt FC(C(=O)O)(F)F.COC=1C=C(C=CC1OC)C(C=1C=NC=CC1)=C1CCNCC1